4-methylphosphinine-2-carboxylic acid CC1=CC(=PC=C1)C(=O)O